NC1=CC=CC(=N1)S(=O)(=O)NC(=O)C=1C(=NC(=CC1)C1=NC(=CC(=C1)C)N(CC)CC)N1C(C[C@@H](C1)C)(C)C N-[(6-Amino-2-pyridyl)sulfonyl]-6-[6-(diethylamino)-4-methyl-2-pyridyl]-2-[(4S)-2,2,4-trimethylpyrrolidin-1-yl]pyridin-3-carboxamid